ClC1=C(C(=C(C(=C1C)Cl)C)Cl)Cl tetrachloro-meta-xylene